2-(trans-2-(7-(trans-2-(5-(trans-2-(4-cyclobutylaminophenyl)vinyl)-3,4-ethylenedioxythiophen-2-yl)vinyl)-2,1,3-benzothiadiazol-4-yl)vinyl)-5,7-disulfonyl-3H-benzo[e]indole C1(CCC1)NC1=CC=C(C=C1)/C=C/C1=C2C(=C(S1)/C=C/C1=CC=C(C=3C1=NSN3)/C=C/C=3NC1=CC(C=4C(=C1C3)C=CC(C4)=S(=O)=O)=S(=O)=O)OCCO2